2,5-dimethylhexane-3,4-diylbis(pyrrolidine-1-carboxylate) CC(C)C(C(C(C)C)C1N(CCC1)C(=O)[O-])C1N(CCC1)C(=O)[O-]